1-(5-methoxy-2-methyl-4-nitrophenyl)-4-methylpiperazin COC=1C(=CC(=C(C1)N1CCN(CC1)C)C)[N+](=O)[O-]